C(#N)C(COOCC)NC(C1=CC=C(C=C1)F)=O N-(1-cyano-2-ethylperoxyethyl)-4-fluorobenzamide